C(CC)(=O)O.C(C)(C)(C)C(COCCO)(N)O t-butyl-amino-diethylene glycol e-propionate